9,9-dihexyl-9H-fluorene C(CCCCC)C1(C2=CC=CC=C2C=2C=CC=CC12)CCCCCC